5-(cyclopropyloxy)-4-methoxy-pyrimidin-2-amine C1(CC1)OC=1C(=NC(=NC1)N)OC